OC=1C(=C(C=2C(C3=CC=CC=C3C(C2C1)=O)=O)O)C(=O)O dihydroxy-9,10-dioxoanthracene-2-carboxylic acid